1H-3a,7-methanoazulen-6-yl-3-(4-hydroxy-3-methoxyphenyl)acrylate C1C=CC23C=CC(=C(C=C12)C3)OC(C=CC3=CC(=C(C=C3)O)OC)=O